C(#N)C1=C(C=C2CCC(NC2=C1)=O)NC(=O)C1=C(C=NC=C1)CC N-(7-cyano-2-oxo-3,4-dihydro-1H-quinolin-6-yl)-3-ethyl-pyridine-4-carboxamide